(S)-tert-butyl 2-oxa-8-azaspiro[4.5]decan-4-ylcarbamate C1OC[C@H](C12CCNCC2)NC(OC(C)(C)C)=O